5-aminopyrazol-3-yl-3h-imidazo(4,5-b)pyridine NC1=CC(=NN1)C1=NC=2C(=NC=CC2)N1